FC1=C(C=C(C=C1)C(C)C)NC(OC1=CC=CC=C1)=O phenyl (2-fluoro-5-isopropylphenyl)carbamate